3-((tert-Butyldimethylsilyl)oxy)propoxy-2-isopropylpyridin-3-yl-7-chloro-6-fluoropyrido[2,3-d]pyrimidine [Si](C)(C)(C(C)(C)C)OCCCOC=1C2=C(N=C(N1)C=1C(=NC=CC1)C(C)C)N=C(C(=C2)F)Cl